[Ag].[Eu] Europium-silver